(E)-3-(3-Ethoxy-4-hydroxyphenyl)-1-phenylprop-2-en-1-one C(C)OC=1C=C(C=CC1O)/C=C/C(=O)C1=CC=CC=C1